[Si](C)(C)(C(C)(C)C)OCCNCC(CCCCCC(=O)OCCCCCCCCC)O nonyl 8-((2-((tert-butyldimethylsilyl)oxy)ethyl)amino)-7-hydroxyoctanoate